methyl 4-(4-{[(tert-butoxy)carbonyl]amino}piperidin-1-yl)-3-(6-fluoro-4-methoxy-1H-1,3-benzodiazol-2-yl)-5-(3-fluoro-5-methylphenyl)pyridine-2-carboxylate C(C)(C)(C)OC(=O)NC1CCN(CC1)C1=C(C(=NC=C1C1=CC(=CC(=C1)C)F)C(=O)OC)C1=NC2=C(N1)C=C(C=C2OC)F